CN1CCC(CC1)(C1=CC=CC=C1)CNC1=CC(=NC=2N1N=C(C2)C(F)(F)F)C(F)(F)F N-((1-methyl-4-phenylpiperidin-4-yl)methyl)-2,5-bis(trifluoromethyl)pyrazolo[1,5-a]pyrimidin-7-amine